1-(4-trifluoromethylphenyl)-2-((1-methyl-1H-tetrazol-5-yl)sulfinyl)ethan-1-one FC(C1=CC=C(C=C1)C(CS(=O)C1=NN=NN1C)=O)(F)F